benzyl ((2S,3R,4R)-1-acetyl-6-carbamoyl-2-cyclopropyl-3-methyl-1,2,3,4-tetrahydroquinolin-4-yl)carbamate C(C)(=O)N1[C@H]([C@@H]([C@H](C2=CC(=CC=C12)C(N)=O)NC(OCC1=CC=CC=C1)=O)C)C1CC1